1,1-Dimethyl-2-[(E)-2-(2-nitrophenyl)ethenyl]-1H-benzo[e]indole CC1(C(=NC=2C=CC3=C(C12)C=CC=C3)\C=C\C3=C(C=CC=C3)[N+](=O)[O-])C